2-Methyl-5-((1-methylpiperidin-2-yl)methoxy)-N-(1-(naphthalen-1-yl)cyclopropyl)benzamide CC1=C(C(=O)NC2(CC2)C2=CC=CC3=CC=CC=C23)C=C(C=C1)OCC1N(CCCC1)C